OC1=CC=C(C=C1)OC 4-hydroxyanisol